[CH3+].[Br-] bromide carbenium